potassium 1,3,5-tris(4-bromophenyl)benzene BrC1=CC=C(C=C1)C1=CC(=CC(=C1)C1=CC=C(C=C1)Br)C1=CC=C(C=C1)Br.[K]